2,2'-bipyridineamine N1=C(C(=CC=C1)N)C1=NC=CC=C1